3-(2-amino-4-chloroanilino)propan-1-ol NC1=C(NCCCO)C=CC(=C1)Cl